N-{6-ethyl-7-oxo-5H-pyrrolo[3,4-b]pyridin-2-yl}-N-[4-iodo-5-methyl-2-(pyrrolidin-1-yl)phenyl]but-2-ynamide C(C)N1C(C2=NC(=CC=C2C1)N(C(C#CC)=O)C1=C(C=C(C(=C1)C)I)N1CCCC1)=O